Ethyl 3-(3-((E)-7-methyl-2-oxo-8-(trifluoromethyl)-2,3-dihydro-1H-benzo[b][1,4]diazepin-4-yl)phenyl)acrylate CC1=CC\2=C(NC(C\C(=N2)\C=2C=C(C=CC2)C=CC(=O)OCC)=O)C=C1C(F)(F)F